P(=O)([O-])([O-])[O-].[Zr+4].[Cu+2].P(=O)([O-])([O-])[O-] copper-zirconium phosphate